C(C)(C)(C)OC(NC1=C(C(=CC=C1)C(O)C1=C(C=CC(=C1)F)Cl)CO)=O tert-butyl(3-((2-chloro-5-fluorophenyl)(hydroxy)methyl)-2-(hydroxyl Methyl)phenyl)carbamate